BrC=1C=C2C(OCC3=CC(=NC=C3C=3SC(=C(NS(C(C1OC)=C2)(=O)=O)C3)Cl)C(F)(F)F)=O 19-bromo-5-chloro-20-methoxy-2,2-dioxo-11-(trifluoromethyl)-15-oxa-2λ6,6-dithia-3,10-diazatetracyclo[15.3.1.14,7.08,13]docosa-1(21),4,7(22),8,10,12,17,19-octaen-16-one